N(=[N+]=[N-])C1CCN(CC1)CCOC1=NC=C(C=N1)C=1N=C2C(=C(C(=NC2=CC1F)C)Cl)N[C@H](C)C=1C=C(C#N)C=CC1F 3-[(1R)-1-[[6-[2-[2-(4-azido-1-piperidyl)ethoxy]pyrimidin-5-yl]-3-chloro-7-fluoro-2-methyl-1,5-naphthyridin-4-yl]amino]ethyl]-4-fluoro-benzonitrile